ClC=1C=C(C=C(C1)Cl)C=1OC2=C(N1)C=CC(=C2)C(=O)OC(C)CCN2C=NC=C2 4-(1H-imidazol-1-yl)butan-2-yl 2-(3,5-dichlorophenyl)-benzo[d]oxazole-6-carboxylate